ethyl (Z)-2-(benzotriazol-1-yl)-3-[(3,4-dimethyl-5-oxo-2H-furan-2-yl)oxy]prop-2-enoate N1(N=NC2=C1C=CC=C2)\C(\C(=O)OCC)=C/OC2OC(C(=C2C)C)=O